BrC1=CC(=C(C(=O)OC)C=C1)S(=O)(=O)C methyl 4-bromo-2-(methylsulfonyl)benzoate